CC1N(CC(C1)COC1=CC=C(C=C1)S(=O)(=NC)C)C1CCC=2C=CC(=CC2C1)C#N 7-[2-methyl-4-({4-[methyl(methylimino)oxo-λ6-sulfanyl]phenoxy}methyl)pyrrolidin-1-yl]-5,6,7,8-tetrahydronaphthalene-2-carbonitrile